CC(C\C=N\CC(=O)NC1=C(C=C(C(=O)OCC)C=C1)OC)(C)C ethyl (E)-4-(2-((3,3-dimethylbutylidene)amino)acetamido)-3-methoxybenzoate